Tropolon C1=CC=C(C(=O)C=C1)O